CC(C)(C)[S@@](=O)N[C@@H](CC(=O)OCC)C=1C=C(C=C(C1F)F)C1=C(C=C(C=C1C)F)C ethyl (3S)-3-{[(R)-2-methylpropane-2-sulfinyl]amino}-3-{4,4',5-trifluoro-2',6'-dimethyl-[1,1'-biphenyl]-3-yl}propanoate